(S)-citrate C(CC(O)(C(=O)[O-])CC(=O)[O-])(=O)[O-]